C(C)(=O)OC\C=C\CC\C=C/CC (E,Z)-2,6-NONADIEN-1-OL ACETATE